N-(2-((R)-3-(dimethylamino)pyrrolidine-1-yl)-4-methoxy-5-((6-((R)-3-(6-methylpyridine-3-yl)isoxazolidine-2-yl)pyrimidine-4-yl)amino)-phenyl)acrylamide CN([C@H]1CN(CC1)C1=C(C=C(C(=C1)OC)NC1=NC=NC(=C1)N1OCC[C@@H]1C=1C=NC(=CC1)C)NC(C=C)=O)C